undecylenaldehyde C(CCCCCCCCC=C)=O